FC(C=COCC(F)(F)F)(F)F 3,3,3-trifluoro-1-(2,2,2-trifluoroethoxy)prop-1-ene